C(C=C)[N+](CCS(=O)(=O)O)(C)CC=C N,N-diallyl-N-methyl-N-(2-sulfoethyl)ammonium